NCC1CCN(CC1)C(=O)C=1C2=C(N(N1)CC(=O)N1CCN(CC1)C1=C(C(=CC=C1)C)C)CCC2 2-{3-[4-(Aminomethyl)piperidin-1-carbonyl]-5,6-dihydrocyclopenta[c]pyrazol-1(4H)-yl}-1-[4-(2,3-dimethylphenyl)piperazin-1-yl]ethan-1-on